O(C1=CC=CC=C1)CC1=NN=C(S1)NC(C)=O N-[5-(phenoxymethyl)-1,3,4-thiadiazol-2-yl]acetamide